2-chloroquinazoline-7-sulfonyl chloride ClC1=NC2=CC(=CC=C2C=N1)S(=O)(=O)Cl